4-chloro-2-(hydroxyimino)acetoacetic acid ethyl ester C(C)OC(C(C(=O)CCl)=NO)=O